1-cetyl-3-methyl-bromoimidazole C(CCCCCCCCCCCCCCC)N1C(N(C=C1)C)Br